O1COC2=C1C=CC(=C2)C(CC(=O)OC)C2=CC1=CC(=CC=C1C=C2)OCC(=O)NC2CCCCCC2 Methyl 3-(benzo[d][1,3]dioxol-5-yl)-3-(7-(2-(cycloheptylamino)-2-oxoethoxy)naphthalen-2-yl)propanoate